CNC(=O)C1=CSC=2C1=NC(=CC2C(F)(F)F)N2CCC(CC2)C2N(CC2(C)N(C)C)C(=O)O 1-(3-(methylcarbamoyl)-7-(trifluoromethyl)thieno[3,2-b]pyridin-5-yl)piperidin-4-yl-3-(dimethylamino)-3-methylazetidine-1-carboxylic acid